5-(TRIFLUOROMETHOXY)PYRAZINE-2-BORONIC ACID FC(OC=1N=CC(=NC1)B(O)O)(F)F